BrC1=CC=C(C(=N1)NS(=O)(=O)CCC)C N-(6-bromo-3-methylpyridin-2-yl)propane-1-sulfonamide